[N+](=O)([O-])C1=NN(C=C1C=1C=C2CCNC(C2=CC1)=O)C=1C=C(C=CC1)NC(C(C)=O)=O N-(3-(3-nitro-4-(1-oxo-1,2,3,4-tetrahydroisoquinolin-6-yl)-1H-pyrazol-1-yl)phenyl)-2-oxopropanamide